N-(4-bromo-8-chloro-3-formyl-2-naphthyl)-4-methylbenzenesulfonamide BrC1=C(C(=CC2=C(C=CC=C12)Cl)NS(=O)(=O)C1=CC=C(C=C1)C)C=O